4,4'-diisocyanato-3,3',5,5'-tetramethyl-1,1'-biphenyl N(=C=O)C1=C(C=C(C=C1C)C1=CC(=C(C(=C1)C)N=C=O)C)C